2-(4-(2-hydroxyethyl)piperazin-1-yl)-N-(4-(3-((4-pentylphenyl)sulfonamido)phenyl)thiazol-2-yl)acetamide OCCN1CCN(CC1)CC(=O)NC=1SC=C(N1)C1=CC(=CC=C1)NS(=O)(=O)C1=CC=C(C=C1)CCCCC